ethyl 4-chloro-4-oxo-butanoate ClC(CCC(=O)OCC)=O